C(#N)C(=CC1=C(N(C(=C1)C)C=1SC(=C(C1C#N)C)C)C)C1=NC2=C(C=NC(=C2)OC)N1 2-(3-(2-cyano-2-(6-methoxy-3H-imidazo[4,5-c]pyridin-2-yl)vinyl)-2,5-dimethyl-1H-pyrrol-1-yl)-4,5-dimethylthiophene-3-carbonitrile